C(C)(C)(C)OC(=O)N[C@@H]1C[C@](C[C@@H]1O)(C(=O)[O-])CC1=CC(=CC=C1)C1=NC=C(C=N1)F (1R,3R,4S)-3-((tert-butoxycarbonyl)amino)-1-(3-(5-fluoropyrimidin-2-yl)benzyl)-4-hydroxycyclopentane-1-carboxylate